5,5-Difluoro-1-(3-methyl-6-((4-nitropyridin-2-yl)amino)pyridine-2-carbonyl)piperidine FC1(CCCN(C1)C(=O)C1=NC(=CC=C1C)NC1=NC=CC(=C1)[N+](=O)[O-])F